17-Hydroperoxy-11-[3,4-(methylenedioxy)phenyl]-17-(1-propyn-1-yl)estra-4,9-dien-3-one O(O)C1([C@]2(C)[C@@H](CC1)[C@@H]1CCC3=CC(CCC3=C1C(C2)C2=CC1=C(C=C2)OCO1)=O)C#CC